N-[(rac)-2,2-difluorocyclopentyl]aniline FC1([C@@H](CCC1)NC1=CC=CC=C1)F |r|